tert-butyl N-(cyclobutylmethyl)-N-[[6-[(5-hydroxy-1-oxo-2,7-naphthyridin-2-yl)methyl]-1H-indol-2-yl]methyl]carbamate C1(CCC1)CN(C(OC(C)(C)C)=O)CC=1NC2=CC(=CC=C2C1)CN1C(C2=CN=CC(=C2C=C1)O)=O